C(C1=CC=CC=C1)C1=C2CC(CN(C2=CC=C1)C1=CC=C(C=C1)C(F)(F)F)NC(C=C)=O N-(5-benzyl-1-(4-(trifluoromethyl)phenyl)-1,2,3,4-tetrahydroquinolin-3-yl)acrylamide